C1(=CC=CC=C1)C1CC(C(C(C1)=O)=CNCCN1CCN(CC1)C(CC)=O)=O 5-phenyl-2-(((2-(4-propionylpiperazin-1-yl)ethyl)amino)methylene)cyclohexane-1,3-dione